3-(2-((tert-butyldimethylsilyl)oxy)ethyl)-5,7-dichloro-3H-imidazo[4,5-b]pyridine [Si](C)(C)(C(C)(C)C)OCCN1C=NC=2C1=NC(=CC2Cl)Cl